CCCCCCCCCC\C=C/CC cis-11-tetradecene